2-Phenylquinoline-6-carboxylic acid C1(=CC=CC=C1)C1=NC2=CC=C(C=C2C=C1)C(=O)O